(R)-N-((S)-2,6-dioxopiperidin-3-yl)-1,2,3,4,4a,5-hexahydrobenzo[b]pyrazino[1,2-d][1,4]oxazine-8-carboxamide O=C1NC(CC[C@@H]1NC(=O)C=1C=CC2=C(OC[C@@H]3N2CCNC3)C1)=O